(3,5-dibromo-4-hydroxyphenyl)(1,3-dimethyl-4,4-dioxido-5,6-dihydropyrazolo[4,3-b][1,4]thiazin-7(1H)-yl)methanone BrC=1C=C(C=C(C1O)Br)C(=O)N1C2=C(S(CC1)(=O)=O)C(=NN2C)C